N-(3-amino-4-methylphenyl)-5-(trifluoromethyl)nicotinamide NC=1C=C(C=CC1C)NC(C1=CN=CC(=C1)C(F)(F)F)=O